(S)-1-(1-(benzyloxy)-3-mercaptopropan-2-yl)pyridin-2(1H)-one C(C1=CC=CC=C1)OC[C@@H](CS)N1C(C=CC=C1)=O